C(C1=CC=CC=C1)(=O)C1(N(CC2=CC=CC=C12)OC)O 3-benzoyl-3-hydroxy-2-methoxyisoindole